O-triisopropylsilyl 4-azido-4-deoxy-3,6-di-O-benzyl-β-D-galactopyranoside N(=[N+]=[N-])[C@@H]1[C@@H]([C@H]([C@H](O[Si](C(C)C)(C(C)C)C(C)C)O[C@@H]1COCC1=CC=CC=C1)O)OCC1=CC=CC=C1